SC1(N=NNN1)CC(=O)[O-].[Na+] sodium 5-mercapto-(1H)-tetrazoleacetic acid salt